C(#N)C=1C(=CC(=NC1)C1=C(C2=NC(=C(C=C2N1C)C1=CC=NN1C)C=O)C(=O)N)NCCOC (5-cyano-4-((2-methoxyethyl)amino)pyridin-2-yl)-5-formyl-6-(1-methyl-1H-pyrazol-5-yl)-1-methyl-1H-pyrrolo[3,2-b]pyridine-3-carboxamide